C(C1=CC=CC=C1)N1[C@H]2[C@H](N(C[C@@H]1CC2)C(=O)OC(C)(C)C)CC=O tert-butyl (1R,2R,5S)-8-benzyl-2-(2-oxoethyl)-3,8-diazabicyclo[3.2.1]octane-3-carboxylate